4-fluoro-isoindoline-1,3-dione FC1=C2C(NC(C2=CC=C1)=O)=O